N-{4-[(3-{3-cyano-4-[(propan-2-yl)oxy]phenyl}-1-{[2-(trimethylsilyl)ethoxy]methyl}-1H-pyrrolo[2,3-b]pyridin-4-yl)oxy]-3,5-difluorophenyl}-N'-(2,2-difluoro-3-hydroxypropyl)thiourea C(#N)C=1C=C(C=CC1OC(C)C)C1=CN(C2=NC=CC(=C21)OC2=C(C=C(C=C2F)NC(=S)NCC(CO)(F)F)F)COCC[Si](C)(C)C